ethyl 2-bromo-2-(5-(cyclopropylmethyl)-2-methoxyphenyl)acetate BrC(C(=O)OCC)C1=C(C=CC(=C1)CC1CC1)OC